C(C1=CC=CC=C1)OC(=O)N[C@H](C(=O)N[C@H](C(=O)N[C@H](C(=O)OC)C[C@H]1C(NCCC1)=O)CC1CC1)CC1=CC=C(C=C1)F methyl (2S)-2-[[(2S)-2-[[(2S)-2-(benzyloxycarbonylamino)-3-(4-fluorophenyl)propanoyl]amino]-3-cyclopropyl-propanoyl]amino]-3-[(3S)-2-oxo-3-piperidyl]propanoate